4-[1-(4-amino-3-methyl-1H-pyrazolo[3,4-d]pyrimidin-1-yl)ethyl]-6-chloro-2-[1-(cyclopropylcarbonyl)azetidin-3-yl]-3-ethoxybenzonitrile NC1=C2C(=NC=N1)N(N=C2C)C(C)C2=C(C(=C(C#N)C(=C2)Cl)C2CN(C2)C(=O)C2CC2)OCC